N-[4-[(7S)-7-deuterio-7-[4-(trifluoromethoxy)phenyl]-1,4-oxazepan-4-yl]-2-fluoro-6-methyl-phenyl]-3,3-dimethyl-butanamide [2H][C@]1(CCN(CCO1)C1=CC(=C(C(=C1)C)NC(CC(C)(C)C)=O)F)C1=CC=C(C=C1)OC(F)(F)F